(3α,5α)-19-Methoxy-3-(methoxymethoxy)-androstan-17-one COC[C@]12CC[C@H](C[C@@H]1CC[C@H]1[C@@H]3CCC([C@@]3(C)CC[C@H]21)=O)OCOC